FC1=CC2=C(N=C(S2)N2C[C@@H](CC2)NC(OC(C)(C)C)=O)C=C1.NCCCN(CCNCCCN)CCCN N,N,N'-tris(3-aminopropyl) ethylenediamine tert-butyl (R)-(1-(6-fluorobenzo[d]thiazol-2-yl)pyrrolidin-3-yl)carbamate